2-(4-{[4-(2-methoxy-1-methyl-ethyl)-phenyl]-methyl-amino}-phenoxy)-pyrido[3,4-d]pyrimidin-4-ol COCC(C)C1=CC=C(C=C1)N(C1=CC=C(OC=2N=C(C3=C(N2)C=NC=C3)O)C=C1)C